C(C1=CC=CC=C1)OC1=CC(=NC=2C=C[N+](CC12)=O)Cl 4-benzyloxy-2-chloro-6-oxo-1,6-naphthyridin-6-ium